BrC1=C(SC(=C1)C=1C=NN(C1)C1OCCCC1)C(=O)OC methyl 3-bromo-5-(1-(tetrahydro-2H-pyran-2-yl)-1H-pyrazol-4-yl)thiophene-2-carboxylate